FC1=C(C=C(C=C1)C(F)(F)F)B(O)O [2-fluoro-5-(trifluoromethyl)phenyl]boronic acid